ClC=1N=C(C2=C(N1)NC=C2S(=O)(=O)C2=CC=C(C)C=C2)Cl 2,4-dichloro-5-tosyl-7H-pyrrolo[2,3-d]pyrimidine